ClC1=CC=C(CC2=NSC(=N2)NC2CC3(C2)CC(C3)NCC3=CC(=CC=C3)C)C=C1 N-(3-(4-chlorobenzyl)-1,2,4-thiadiazol-5-yl)-N'-(3-methylbenzyl)spiro[3.3]heptane-2,6-diamine